N7-(pyridin-2-ylmethyl)guanosine 5'-diphosphate triethylammonium salt C(C)[NH+](CC)CC.P([O-])(=O)(OP(=O)([O-])[O-])OC[C@@H]1[C@H]([C@H]([C@@H](O1)N1C=[N+](C=2C(=O)NC(N)=NC12)CC1=NC=CC=C1)O)O.C(C)[NH+](CC)CC